methyl (S)-3-(8-(2-chloro-4-cyanophenyl)quinolin-5-yl)-2-(2,6-difluoro benzamido)propanoate ClC1=C(C=CC(=C1)C#N)C=1C=CC(=C2C=CC=NC12)C[C@@H](C(=O)OC)NC(C1=C(C=CC=C1F)F)=O